N(=[N+]=[N-])CC1(OC2=C(C1)C(=C(C=C2[C@@H](C)N[S@](=O)C(C)(C)C)F)F)C (R)-N-((1R)-1-(2-(azidomethyl)-4,5-difluoro-2-methyl-2,3-dihydrobenzofuran-7-yl)ethyl)-2-methylpropane-2-sulfinamide